5-((4-(ethoxymethyl)-4-phenethyl-piperidin-1-yl)methyl)indolin-2-one Methyl-(3S)-3-(((5R)-2-chloro-5-oxido-6,7-dihydrothieno[3,2-d]pyrimidin-4-yl)amino)piperidine-1-carboxylate COC(=O)N1C[C@H](CCC1)NC=1C2=C(N=C(N1)Cl)CC[S@]2=O.C(C)OCC2(CCN(CC2)CC=2C=C1CC(NC1=CC2)=O)CCC2=CC=CC=C2